1,3-butyleneglycol methacrylate C(C(=C)C)(=O)O.C(CC(C)O)O